4-[(3-fluoroazetidin-3-yl)methoxy]piperidin FC1(CNC1)COC1CCNCC1